C(CCC)S(=O)(=O)NCCCN(CCCCCCCC(=O)OC(CCCCCCCC)CCCCCCCC)CCCCCCCC(OC(CC)CCCCCCCC)=O heptadecan-9-yl 8-((3-(butylsulfonamido)propyl)(8-oxo-8-(undecan-3-yloxy)octyl)amino)octanoate